ClC1=C(C=C2C=C(N=CC2=C1)NC(=O)C1CC1)N1CCN(CC1)C1COCC1O Rac-N-(7-chloro-6-(4-(4-hydroxytetrahydrofuran-3-yl)piperazin-1-yl)isoquinolin-3-yl)cyclopropanecarboxamide